2-chloro-5-(difluoromethyl)-4-methylsulfanyl-pyrimidine ClC1=NC=C(C(=N1)SC)C(F)F